CO[Si](O[Si](OC)(OC)CCCN(CC)CC)(OC)CCCN(CC)CC 3,3'-(1,1,3,3-tetramethoxydisiloxane-1,3-diyl)bis(N,N-diethylpropan-1-amine)